NN1CC(=CC=C1)C 1-amino-3-methyl-pyridine